5-[[2-[(2S,5R)-2-(benzothiophen-5-yl)-5-methyl-1-piperidyl]-2-oxo-acetyl]amino]-2-methoxy-pyridine-3-carboxamide S1C=CC2=C1C=CC(=C2)[C@H]2N(C[C@@H](CC2)C)C(C(=O)NC=2C=C(C(=NC2)OC)C(=O)N)=O